cobalt(II) perchlorate hydrate O.Cl(=O)(=O)(=O)[O-].[Co+2].Cl(=O)(=O)(=O)[O-]